(3-(1-aminoethyl)-5-(difluoromethyl)-4-fluorophenyl)carbamic acid tert-butyl ester C(C)(C)(C)OC(NC1=CC(=C(C(=C1)C(F)F)F)C(C)N)=O